C1(=CC=CC=C1)OC(=O)N1CC2=CC(=CC=C2CC1)C(=O)N1CC2=CC=CC=C2C[C@H]1CCN1CCOCC1 7-{[(3S)-3-[2-(morpholin-4-yl)ethyl]-3,4-dihydroisoquinolin-2(1H)-yl]carbonyl}-3,4-dihydroisoquinolin-2(1H)-carboxylic acid phenyl ester